C(=O)O.CC=1C(=C(C=C(C1)C(F)(F)F)O)C1=CC=C2C(=N1)N=C(O2)N2CCNCC2 3-Methyl-2-(2-piperazin-1-yloxazolo[4,5-b]pyridin-5-yl)-5-(trifluoromethyl)phenol formic acid salt